(5-ethyl-2-methoxy-4-(4-methylpiperazin-1-yl)piperidin-1-yl)benzene C(C)C1C(CC(N(C1)C1=CC=CC=C1)OC)N1CCN(CC1)C